BrC1=C2CN(CC2=CC(=C1OCCCOC=1C=C2CN(CC2=CC1OC)C(C[C@@H](C(=O)O)C)=O)OC)C(C[C@H](C)C(=O)O)=O (S)-4-(5-(3-((4-bromo-2-((S)-3-carboxybutanoyl)-6-methoxyisoindolin-5-yl)oxy)propoxy)-6-methoxyisoindolin-2-yl)-2-methyl-4-oxobutanoic acid